N=1C=NN2C1C=C(C=C2)OC2=CC(=C(C=C2C)NC2=C(C=NC1=CC(=C(C=C21)OC2CCN(CC2)C(C=C)=O)OC)C#N)OC 4-((4-([1,2,4]triazolo[1,5-a]pyridin-7-yloxy)-2-methoxy-5-methylphenyl)amino)-6-((1-acryloylpiperidin-4-yl)oxy)-7-methoxyquinoline-3-carbonitrile